triazine-formaldehyde N1=NN=C(C=C1)C=O